C(C)(=O)O[C@H](C(=O)NC=1C=C(C=C(C(=O)Cl)C1)C(=O)Cl)C (S)-5-(2-acetoxypropionamido)-isophthaloyl dichloride